C(CCCCCCC\C=C/CCCCCCCC)OC(CCCCCCCCCCCCCCCCC)=O.FC1=C(C(=O)NC2=CC(=C(C=C2)F)C(NO)=O)C(=CC=C1C(F)(F)F)OC1=C(C(=C(C=C1)OC(F)(F)F)F)OC 2-fluoro-6-(3-fluoro-2-methoxy-4-(trifluoromethoxy)phenoxy)-N-(4-fluoro-3-(N-hydroxycarbamoyl)phenyl)-3-(trifluoromethyl)benzamide Oleylstearat